OCC1=CC(=CS1)C1=CC(=NN1)C1=C(C2=CC=CC=C2C=C1)O 2-(5-(5-(hydroxymethyl)thiophen-3-yl)-1H-pyrazol-3-yl)naphthalen-1-ol